[Cl-].[N+](=O)([O-])C1=C2C(N(C(C2=CC=C1)=O)[C@H]1C[NH2+]CCC1)=O (R)-3-(4-nitro-1,3-dioxoisoindolin-2-yl)piperidin-1-ium chloride